C(C)(C)(C)NS(=O)(=O)C1=CC=C(C=C1)NC(=O)C1(C(C1)C1=CC=CC=C1)NC(OC(C)(C)C)=O tert-butyl 1-(4-(N-tert-butylsulfamoyl) phenylcarbamoyl)-2-phenylcyclopropylcarbamate